O=C1NC(CCC1N1C(N(C2=C1C=CC(=C2)N2CCN(CC2)C2CCN(CC2)C2CCN(CC2)C(=O)OC(C)(C)C)C)=O)=O Tert-butyl 4-{4-[1-(2,6-dioxopiperidin-3-yl)-3-methyl-2-oxo-1,3-benzodiazol-5-yl]piperazin-1-yl}-[1,4'-bipiperidine]-1'-carboxylate